ClC1=C(C=C(C=C1)C(F)(F)F)NS(=O)(=O)C=1C=C(C(=O)NC2=CC(=CC=C2)C#N)C=CC1 3-(N-(2-chloro-5-(trifluoromethyl)phenyl)sulfamoyl)-N-(3-cyanophenyl)benzamide